FC=1C=2N(C=C(C1)C1=CNC=3N=C(N=CC31)NCC=3C=NC(=CC3)N3CCN(CC3)C)C=C(N2)C 5-(8-fluoro-2-methylimidazo[1,2-a]pyridin-6-yl)-N-((6-(4-methylpiperazin-1-yl)pyridin-3-yl)methyl)-7H-pyrrolo[2,3-d]pyrimidin-2-amine